NCCNCCNCC 1,4,7-triazanonane